C(#N)C=1C=NN2C1C(=CC(=C2)C=2C=NN(C2C)C2CCC(CC2)N(C(OC(C)(C)C)=O)C)SC2=NC=CC=C2F tert-butyl N-[4-[4-[3-cyano-4-[(3-fluoro-2-pyridyl)sulfanyl]pyrazolo[1,5-a]pyridin-6-yl]-5-methyl-pyrazol-1-yl]cyclohexyl]-N-methyl-carbamate